3-[(tert-Butyldimethylsilyl)oxy]cyclobutane-1-carboxylic acid methyl ester COC(=O)C1CC(C1)O[Si](C)(C)C(C)(C)C